C(C)(C)C1=CC2=C(N=C(O2)NC2=NC3=C(N2C)C=CC(=C3)C(=O)NCCOC)C=C1 2-((6-isopropylbenzo[d]oxazol-2-yl)amino)-N-(2-methoxyethyl)-1-methyl-1H-benzo[d]imidazole-5-carboxamide